C(CCCCCCCC=CCCCCCCCCCCCCCCCCCCCC)(=O)O 9-Triacontenoic acid